6-methoxy-1H-indole-2-carbonitrile COC1=CC=C2C=C(NC2=C1)C#N